N-[3-fluoro-4-[4-[[5-(4-hydroxy-1-piperidyl)-2-pyridyl]amino]-5-oxo-6H-1,6-naphthyridin-2-yl]phenyl]cyclopropane-carboxamide FC=1C=C(C=CC1C1=NC=2C=CNC(C2C(=C1)NC1=NC=C(C=C1)N1CCC(CC1)O)=O)NC(=O)C1CC1